[Na+].C(=O)(O)COC1=CC=C(C=C1)C(C1=CC=C(C=C1)OS(=O)(=O)[O-])C1=NC=CC=C1 4-((4-(Carboxymethoxy)phenyl)(pyridin-2-yl)methyl)phenylsulfate sodium